6,8-dimethylnonyn-2-ol CC(CC#CC(C)O)CC(C)C